propane-1,2,3-triol C(C(CO)O)O